(1R,2S,3R,4R)-3-amino-6-(difluoromethylene)bicyclo[2.2.1]heptane-2-carboxylic acid methyl ester 2,2,2-trifluoroacetate FC(C(=O)O)(F)F.COC(=O)[C@H]1[C@@H]2C(C[C@H]([C@H]1N)C2)=C(F)F